(3-(dinaphtho[2,1-b:1',2'-d]furan-6-yl)phenyl)diphenylphosphine oxide C1=CC=CC=2C=C(C=3OC4=C(C3C12)C1=CC=CC=C1C=C4)C=4C=C(C=CC4)P(C4=CC=CC=C4)(C4=CC=CC=C4)=O